BrCC1=CC=CC(=N1)C(=O)OC(C)(C)C tert-butyl 6-(bromomethyl)pyridine-2-carboxylate